racemic-2-(4-fluoro-3-(trifluoromethyl)phenoxy)butanoic acid FC1=C(C=C(O[C@@H](C(=O)O)CC)C=C1)C(F)(F)F |r|